BrC=1C=C(C=CC1)C1=CC=2C3(C4=CC=CC=C4C2C=C1)C1=CC=CC=C1C=1C=CC=CC13 2-(3-bromophenyl)-9,9'-spirobi[9H-fluorene]